5-{6-azaspiro[2.5]oct-6-yl}-N-[2-(4,4-difluoropiperidin-1-yl)-6-methylpyrimidin-4-yl]-7-(2-hydroxyethanesulfonylamino)-2,3-dihydro-1H-indene-4-carboxamide C1CC12CCN(CC2)C2=C(C=1CCCC1C(=C2)NS(=O)(=O)CCO)C(=O)NC2=NC(=NC(=C2)C)N2CCC(CC2)(F)F